2,5-dimethoxy-4-isopropylthio-phenethyl-amine COC1=C(CCN)C=C(C(=C1)SC(C)C)OC